bocacetic anhydride C(=O)(OC(C)(C)C)CC(=O)OC(CC(=O)OC(C)(C)C)=O